N6-[3-(L-prolylamino)benzyl]adenosine N1[C@@H](CCC1)C(=O)NC=1C=C(CNC=2C=3N=CN([C@H]4[C@H](O)[C@H](O)[C@@H](CO)O4)C3N=CN2)C=CC1